C(#N)C1=C(C=CC(=N1)N1C[C@H](N([C@H](C1)C)C(=O)OC(C)(C)C)C)C tert-butyl (2R,6S)-4-(6-cyano-5-methylpyridin-2-yl)-2,6-dimethylpiperazine-1-carboxylate